The molecule is a ketooctose derivative that is D-glycero-D-altro-octulose carrying two phosphate substituents at positions 1 and 8. It is a ketooctose derivative and a ketose phosphate. C([C@@H]([C@H]([C@H]([C@H]([C@@H](C(=O)COP(=O)(O)O)O)O)O)O)O)OP(=O)(O)O